ClC=1C=NC(=NC1)N1CCC2(C(C2)CCOC2=CC(=C(C=C2)CC(=O)N2CC(C2)CNC[C@@H]([C@H]([C@@H]([C@@H](CO)O)O)O)O)F)CC1 2-[4-[2-[6-(5-chloropyrimidin-2-yl)-6-azaspiro[2.5]octan-2-yl]ethoxy]-2-fluoro-phenyl]-1-[3-[[[(2S,3R,4R,5R)-2,3,4,5,6-pentahydroxyhexyl]amino]methyl]azetidin-1-yl]ethanone